C(CC(C)CCC=C(C)C)(=O)O citronelloic acid